OCCCCC(=O)N 5-Hydroxyvaleramide